8-pyrimidin-2-yl-1,3,8-triazaspiro[4.5]decane-2,4-dione N1=C(N=CC=C1)N1CCC2(C(NC(N2)=O)=O)CC1